(3-Methyl-4-(1-(3-(methylamino)propyl)piperidin-4-yl)-2-oxo-2,3-dihydro-1H-benzo[d]imidazol-1-yl)piperidine-2,6-dione CN1C(N(C2=C1C(=CC=C2)C2CCN(CC2)CCCNC)N2C(CCCC2=O)=O)=O